C(CCCCC)C(C([O-])=O)(CCCCCCCC)CCCCCC.[Nd+3].C(CCCCC)C(C([O-])=O)(CCCCCCCC)CCCCCC.C(CCCCC)C(C([O-])=O)(CCCCCCCC)CCCCCC Neodymium (2,2-dihexyl caprate)